[C@@H]12N[C@@H]([C@@H](CC1)C2)C(=O)N2C[C@H](CC2)C(=O)C2=CN(C1=CN=CC=C12)C1=C(C(=O)N(C(C)C)C(C)C)C=C(C=C1)F 2-(3-((S)-1-((1R,3S,4S)-2-Azabicyclo[2.2.1]heptane-3-carbonyl)pyrrolidine-3-carbonyl)-1H-pyrrolo[2,3-c]pyridin-1-yl)-5-fluoro-N,N-diisopropylbenzamide